2-[6-[rac-(4aR,8aS)-6-ethyl-3,4a,5,7,8,8a-hexahydro-2H-pyrido[4,3-b][1,4]oxazin-4-yl]pyridazin-3-yl]-3-methyl-5-(trifluoromethyl)phenol C(C)N1C[C@@H]2[C@@H](OCCN2C2=CC=C(N=N2)C2=C(C=C(C=C2C)C(F)(F)F)O)CC1 |r|